O1C=CC2=C1C=CC(=C2)S(=O)(=O)N2CC1=C(C2)CN(C1)C(CC(C)(C)O)=O 1-(5-(benzofuran-5-ylsulfonyl)-3,4,5,6-tetrahydropyrrolo[3,4-c]pyrrol-2(1H)-yl)-3-hydroxy-3-methylbutan-1-one